ClC1=C2C(=NC=C1)N(C=C2)CC=2N=NN(C2)C2=C(C(=O)NCC=1C=NC=CC1)C=CC=C2 (4-((4-chloro-1H-pyrrolo[2,3-b]pyridin-1-yl)methyl)-1H-1,2,3-triazol-1-yl)-N-(pyridin-3-ylmethyl)benzamide